The molecule is a member of the family of benzoquinones, sorgoleone is 2-hydroxy-5-methoxy-1,4-benzoquinone in which the hydrogen at position 3 is substituted by a (4Z,7Z)-pentadeca-1,4,7-trien-15-yl group. It is a conjugate acid of a sorgoleone(1-). COC1=CC(=O)C(=C(C1=O)CCCCCCC/C=C\\C/C=C\\CC=C)O